(-)-N-[3-chloro-1-(3-pyridyl)-1H-pyrazol-4-yl]-N-Ethyl-3-[(3,3,3-trifluoropropyl)sulfinyl]propanamide tert-butyl-[2-(5-methyl-2,3-dihydro-benzo[1,4]dioxin-6-yl)-ethyl]-carbamate C(C)(C)(C)N(C(O)=O)CCC1=C(C2=C(OCCO2)C=C1)C.ClC1=NN(C=C1N(C(CCS(=O)CCC(F)(F)F)=O)CC)C=1C=NC=CC1